N-cyclopropyl-2-(difluoromethoxy)-6-methoxy-4-[7-[3-(1-methyl-6,7-dihydro-4H-imidazo[4,5-c]pyridin-5-yl)propoxy]imidazo[1,2-a]pyridin-3-yl]benzamide C1(CC1)NC(C1=C(C=C(C=C1OC)C1=CN=C2N1C=CC(=C2)OCCCN2CC1=C(CC2)N(C=N1)C)OC(F)F)=O